4-bromo-1,2-dimethyl-1H-benzo[d]Imidazole-6-carboxylic acid methyl ester COC(=O)C=1C=C(C2=C(N(C(=N2)C)C)C1)Br